COC=1C(=NC=CC1C1=NN(C=N1)C)NC1=C(N=NC(=C1)NC1=NC=CC(=C1)C)C(=O)NC([2H])([2H])[2H] 4-{[3-methoxy-4-(1-methyl-1H-1,2,4-triazol-3-yl)pyridin-2-yl]amino}-N-(2H3)methyl-6-[(4-methylpyridin-2-yl)amino]pyridazine-3-carboxamide